[P](=O)=O.[Zn].[Co] cobalt zinc phosphorus dioxide